2,2-difluoro-2-(2-isopropoxyphenyl)acetic acid FC(C(=O)O)(C1=C(C=CC=C1)OC(C)C)F